CC1=NC=CC(=C1C)C[C@H](NC(=O)OCC1C2=CC=CC=C2C=2C=CC=CC12)C(=O)O 3-(2,3-dimethylpyridin-4-yl)-N-{[(9H-fluoren-9-yl)methoxy]carbonyl}-L-alanine